FC1=CC(=C(C=C1)[C@@H]1[C@H](O[C@]([C@H]1C)(C(F)(F)F)C)C(=O)NC1=CC(=NC=C1)C(=O)N)O (2S,3R,4S,5R)-4-[[3-(4-Fluoro-2-hydroxy-phenyl)-4,5-dimethyl-5-(trifluoromethyl)tetrahydrofuran-2-carbonyl]amino]pyridin-2-carboxamid